C1(CC1)S(=O)(=O)NC1=NC=CC(=N1)C1(CCN(CC1)C)C(=O)NC1=NC=C(C=C1)C1=NC(=CN=C1)OCC 4-(2-(Cyclopropanesulfonamido)pyrimidin-4-yl)-N-(5-(6-ethoxypyrazin-2-yl)pyridin-2-yl)-1-methylpiperidine-4-carboxamide